(2S,6R)-2-hydroxy-2-methyl-6-methylamino-6-(4-(trifluoromethyl)phenyl)cyclohexan-1-one methanesulfonate CS(=O)(=O)O.O[C@@]1(C([C@@](CCC1)(C1=CC=C(C=C1)C(F)(F)F)NC)=O)C